C(C)(C)(C)N(C(=O)OCCN1CC2(CCC(C1)CC2)NC2=C(C=C(C(=C2)Br)F)[N+](=O)[O-])C21CC(C2)(C1)[C@H](C(=O)NC1=CC=C(C=C1)F)C 2-{1-[(5-bromo-4-fluoro-2-nitrophenyl)amino]-3-azabicyclo[3.2.2]nonan-3-yl}ethanol Tert-butyl-(R)-(3-(1-((4-fluorophenyl)amino)-1-oxopropan-2-yl)bicyclo[1.1.1]pentan-1-yl)carbamate